2-cyclopropyl-N-(6-(ethylamino)-4-(1-methyl-4-(4-methyl-4H-1,2,4-triazol-3-yl)-1H-pyrazol-5-yl)pyridin-2-yl)-6-methylpyrimidine-4-carboxamide C1(CC1)C1=NC(=CC(=N1)C(=O)NC1=NC(=CC(=C1)C1=C(C=NN1C)C1=NN=CN1C)NCC)C